N-[4-(4-chlorophenoxy)-3-sulfamoylphenyl]-2-(2,3-dihydro-1,4-benzodioxin-6-yl)acetamide ClC1=CC=C(OC2=C(C=C(C=C2)NC(CC2=CC3=C(OCCO3)C=C2)=O)S(N)(=O)=O)C=C1